2-chloro-6-(prop-1-en-2-yl)pyridine ClC1=NC(=CC=C1)C(=C)C